5-amino-2-methyl-indazol-6-ol NC1=CC2=CN(N=C2C=C1O)C